The molecule is an N-acyl-L-amino acid obtained by formal condensation of the carboxy group of oleic acid with the amino group of L-threonine. It has a role as a mouse metabolite. It is a N-acyl-L-amino acid and a L-threonine derivative. It derives from an oleic acid. CCCCCCCC/C=C\\CCCCCCCC(=O)N[C@@H]([C@@H](C)O)C(=O)O